1-(4-((6H-benzo[c]chromen-3-yl)methyl)phenyl)-5-methyl-1H-pyrazole-3-carboxylic acid C1=C2C3=C(COC2=CC(=C1)CC1=CC=C(C=C1)N1N=C(C=C1C)C(=O)O)C=CC=C3